CN(C(C1=CC=C(C=C1)C1=NOC(=N1)C(F)(F)F)=O)C1=CC=CC=C1 N-methyl-N-phenyl-4-[5-(trifluoromethyl)-1,2,4-oxadiazole-3-yl]benzamide